3-(1,1-difluoroethyl)-4-methyl-1-((2-(trifluoromethyl)cyclopropyl)methyl)-1H-pyrazole FC(C)(F)C1=NN(C=C1C)CC1C(C1)C(F)(F)F